NC1=NN2C(N=C(C=C2)C=2C=C3CN(C(C3=C(C2)NS(=O)(=O)C)=O)[C@@H](C(F)(F)F)C2CC2)=C1C(=O)NC1CC1 2-amino-N-cyclopropyl-5-{2-[(1R)-1-cyclopropyl-2,2,2-trifluoroethyl]-7-methanesulfonamido-1-oxo-2,3-dihydro-1H-isoindol-5-yl}pyrazolo[1,5-a]pyrimidine-3-carboxamide